bisethylhexyl-oxybenzoyl-triazine C(C)C=1C(=C(C(=O)C2=NN=NC=C2OCCCCCC)C=CC1)CC